5-chloro-2-(2-methyl-1,3-oxazol-4-yl)[1,2,4]triazolo[1,5-c]quinazoline ClC1=NC=2C=CC=CC2C=2N1N=C(N2)C=2N=C(OC2)C